3-(3-(3-acrylamido-4-methylphenyl)-4-chloro-1H-pyrrolo[2,3-b]pyridin-2-yl)-N-(3-(pyrrolidin-1-yl)propyl)benzamide C(C=C)(=O)NC=1C=C(C=CC1C)C1=C(NC2=NC=CC(=C21)Cl)C=2C=C(C(=O)NCCCN1CCCC1)C=CC2